C1(CC1)C1=CC=C(C=N1)CC(=O)O 2-(6-cyclopropylpyridin-3-yl)acetic acid